(S)-N-((R)-(5-fluoro-2-methoxyphenyl)(1-(Phenylsulfonyl)-1H-indol-2-yl)methyl)-2-methylpropane-2-sulfinamide FC=1C=CC(=C(C1)[C@@H](N[S@@](=O)C(C)(C)C)C=1N(C2=CC=CC=C2C1)S(=O)(=O)C1=CC=CC=C1)OC